tert-butyl 2-(2-methyl-7-nitroquinolin-3-yl)acetate CC1=NC2=CC(=CC=C2C=C1CC(=O)OC(C)(C)C)[N+](=O)[O-]